FC(OC1=C(C=CC(=C1)C#C)CN)F (2-(Difluoromethoxy)-4-ethynylphenyl)methanamine